4-[(5-methyl-2-pyridinyl)sulfanyl]benzoic acid CC=1C=CC(=NC1)SC1=CC=C(C(=O)O)C=C1